((2R,3S,4S,5R,6R)-3,4,5-trihydroxy-6-(((R)-5-oxotetrahydrofuran-3-yl)oxy)tetrahydro-2H-pyran-2-yl)methyl (E)-3-(3-(allyloxy)-4-methoxyphenyl)acrylate C(C=C)OC=1C=C(C=CC1OC)/C=C/C(=O)OC[C@H]1O[C@H]([C@@H]([C@H]([C@@H]1O)O)O)O[C@H]1COC(C1)=O